C(=O)O.CC=1C=C(C=C(C1N1CCN(CC1)C)C)C=1C=C2C(=NC1)NC=C2C#CC(C)(N)C 4-(5-(3,5-dimethyl-4-(4-methylpiperazin-1-yl)phenyl)-1H-pyrrolo[2,3-b]pyridin-3-yl)-2-methylbut-3-yn-2-amine formate